N,3-dimethyl-N-ethylaniline CN(C1=CC(=CC=C1)C)CC